1-{1H,2H,3H,5H,6H,10bH-pyrrolo[2,1-a]isoquinolin-9-ylmethyl}-N-{[2-fluoro-3-methoxy-6-(4-methyl-1,2,3-triazol-1-yl)phenyl]methyl}-3-(methoxymethyl)pyrazole-4-carboxamide C1CCN2C1C1=CC(=CC=C1CC2)CN2N=C(C(=C2)C(=O)NCC2=C(C(=CC=C2N2N=NC(=C2)C)OC)F)COC